(E)-3-(4-(tert-butyl)phenyl)prop-2-en-1-ol tert-butyl-N-[3-chloro-5-[(2-fluoro-2-methyl-propyl)sulfamoyl]-7,8,9,10-tetrahydrobenzo[h]isoquinolin-10-yl]carbamate C(C)(C)(C)N(C(=O)OC\C=C\C1=CC=C(C=C1)C(C)(C)C)C1CCCC2=CC(=C3C=C(N=CC3=C21)Cl)S(NCC(C)(C)F)(=O)=O